[NH4+].C(C)(C)(C)NC(O)=O tert-butylcarbamic acid ammonium